CS(=O)(=O)/C=C/[C@@H](C)NC(=O)C1=NC=CC=N1 N-((R,E)-4-(methylsulfonyl)but-3-en-2-yl)pyrimidine-2-carboxamide